C(C)(C)(C)OC(=O)N1C(C=CC1)C1=NC(=CC=C1)CO (6-(hydroxymethyl)pyridin-2-yl)-2,5-dihydro-1H-pyrrole-1-carboxylic acid tert-butyl ester